N-(2-(5-(1-methyl-1H-pyrazol-4-yl)thiophen-2-yl)ethyl)-2-(trifluoromethyl)benzamide tert-butyl-4-(2-(tert-butoxy)-2-oxoethoxy)-[1,4'-bipiperidine]-1'-carboxylate C(C)(C)(C)OC(=O)N1CCC(CC1)N1CCC(CC1)OCC(=O)OC(C)(C)C.CN1N=CC(=C1)C1=CC=C(S1)CCNC(C1=C(C=CC=C1)C(F)(F)F)=O